ClC=1C=C(C(=O)[O-])C=CC1F 3-chloro-4-fluorobenzoate